cis-N-(2-fluoro-5-(pyridazine-3-yl)-4-(trifluoromethyl)phenyl)-3-methyl-1-(5-methyl-1,3,4-oxadiazol-2-yl)-6-azabicyclo[3.1.1]heptane-6-carboxamide FC1=C(C=C(C(=C1)C(F)(F)F)C=1N=NC=CC1)NC(=O)N1C2CC(CC1(C2)C=2OC(=NN2)C)C